5-(o-tolyl)-9,9-dioxo-2-oxa-9λ6-thia-6,8,15,23-tetraazatetracyclo[15.2.2.13,7.110,14]tricosa-1(19),3,5,7(23),10(22),11,13,17,20-nonaen-16-one C1(=C(C=CC=C1)C=1C=C2OC3=CC=C(C(NC4=CC=CC(S(NC(N1)=N2)(=O)=O)=C4)=O)C=C3)C